FC=1C(=C(C=CC1)NC1=C(N(C2=C1C(NCC2)=O)C)C2=C(C=NC=C2)F)OC 3-[(3-fluoro-2-methoxyphenyl)amino]-2-(3-fluoropyridin-4-yl)-1-methyl-5H,6H,7H-pyrrolo[3,2-c]pyridin-4-one